tert-butyl perbenzoate (tert-butyl peroxybenzoate) C(C)(C)(C)C1=C(C(=O)OO)C=CC=C1.C1=CC=CC=C1C(=O)OOC(C)(C)C